BrC=1C=NN2C1OCC(C2)N(C(OC(C)(C)C)=O)C tert-butyl N-{3-bromo-5H,6H,7H-pyrazolo[3,2-b][1,3]oxazin-6-yl}-N-methylcarbamate